ClC=1C=C(C(=O)NCCC(=O)N(C=2SC(=C(N2)C)C(=O)OCCC)C)C=C(C1)C1=NOC(=N1)C propyl 2-[3-[[3-chloro-5-(5-methyl-1,2,4-oxadiazol-3-yl) benzoyl] amino] propionyl-methyl-amino]-4-methyl-thiazole-5-carboxylate